N-(4-(4-amino-5-(3-fluoro-4-((1-oxotetrahydro-2H-1λ6-thiopyran-1-ylidene)amino)phenyl)-7-methyl-7H-pyrrolo[2,3-d]pyrimidin-6-yl)-phenyl)-2-butenamide NC=1C2=C(N=CN1)N(C(=C2C2=CC(=C(C=C2)N=S2(CCCCC2)=O)F)C2=CC=C(C=C2)NC(C=CC)=O)C